2-Morpholin-4-yl-6-thianthren-1-ylchromen-4-one N1(CCOCC1)C=1OC2=CC=C(C=C2C(C1)=O)C1=CC=CC=2SC3=CC=CC=C3SC12